(S or R)-2-(6-methoxypyridin-3-yl)-N-((R)-((S)-7-(1-methyl-1H-pyrazol-4-yl)-2,3-dihydro-1H-pyrido[2,3-b][1,4]oxazin-3-yl)(phenyl)methyl)propan-1-amine COC1=CC=C(C=N1)[C@@H](CN[C@H](C1=CC=CC=C1)[C@@H]1CNC2=C(O1)N=CC(=C2)C=2C=NN(C2)C)C |o1:8|